C(C)(C)(C)C1=CC=C(C=C1)N(C1=CC(=CC=2OC3=C(C21)C=CC=C3)N)C3=CC=C(C=C3)C(C)(C)C N1,N1-bis(4-(tert-butyl)phenyl)dibenzo[b,d]Furan-1,3-diamine